6-(3-chloro-6-(difluoromethoxy)-2-fluorophenyl)-N-(1-((S or R)-1-(4,5-dimethyl-6-((1R,5S)-2-oxo-3-azabicyclo[3.1.0]hex-3-yl)pyridin-3-yl)ethyl)-1H-pyrazol-4-yl)pyrazine-2-carboxamide ClC=1C(=C(C(=CC1)OC(F)F)C1=CN=CC(=N1)C(=O)NC=1C=NN(C1)[C@@H](C)C=1C=NC(=C(C1C)C)N1C([C@@H]2C[C@@H]2C1)=O)F |o1:25|